succinimidyl trans-4-(maleimidylmethyl) cyclohexane-1-carboxylate C1CC(CCC1CN2C(=O)C=CC2=O)C(=O)ON3C(=O)CCC3=O